ClC=1C=C(C=CC1F)NC(=O)C=1N2CCC(C2=CC1)NC(OCC1=NC=CC=C1)=O Pyridin-2-ylmethyl (5-((3-chloro-4-fluorophenyl)carbamoyl)-2,3-dihydro-1H-pyrrolizin-1-yl)carbamate